6-(6-(4-methoxyphenyl)-7-oxo-2,3-diphenyl-4,7-dihydropyrazolo[1,5-a]pyrimidin-5-ylamino)pyrazine-2-carbonitrile COC1=CC=C(C=C1)C1=C(NC=2N(C1=O)N=C(C2C2=CC=CC=C2)C2=CC=CC=C2)NC2=CN=CC(=N2)C#N